(R)-tert-butyl 3-((5-bromopyrimidin-2-yl)oxy)pyrrolidine-1-carboxylate BrC=1C=NC(=NC1)O[C@H]1CN(CC1)C(=O)OC(C)(C)C